N=1N(N=C2C1C=CC=C2)C=2C=C(C=C(C2O)C(C)(C)C)CCC(=O)OC methyl 3-(3-(2H-benzotriazole-2-yl)-5-t-butyl-4-hydroxyphenyl)propionate